(1-(5-(5-(2,3-Dihydro-1H-inden-4-yl)-6-methoxy-1H-pyrazolo[4,3-b]pyridin-3-yl)pyridin-2-yl)-3-azabicyclo[3.1.0]hexan-3-yl)-2-hydroxyethan-1-one C1CCC2=C(C=CC=C12)C1=C(C=C2C(=N1)C(=NN2)C=2C=CC(=NC2)C21CN(CC1C2)C(CO)=O)OC